2-amino-1-(2,3-dihydrobenzo[e][1,4]oxazepin-1(5H)-yl)ethan-1-one NCC(=O)N1CCOCC2=C1C=CC=C2